tert-butyl (2R,5S)-4-(6-chloro-7-(2-fluorophenyl)-1-(4-isopropyl-6-methylpyrimidin-5-yl)-2-oxo-1,2-dihydropyrido[2,3-d]pyrimidin-4-yl)-2,5-dimethylpiperazine-1-carboxylate ClC1=CC2=C(N(C(N=C2N2C[C@H](N(C[C@@H]2C)C(=O)OC(C)(C)C)C)=O)C=2C(=NC=NC2C)C(C)C)N=C1C1=C(C=CC=C1)F